2,4-cyclohexadien-1-yliron C1(C=CC=CC1)[Fe]